9-(2,4-difluorophenyl)-3-fluoro-2-methyl-7-((2S,4S,6R)-2-methyl-6-(1-methyl-1H-pyrazol-4-yl)tetrahydro-2H-pyran-4-yl)-4H-pyrazino[1,2-a]pyrimidin-4-one FC1=C(C=CC(=C1)F)C1=NC(=CN2C1=NC(=C(C2=O)F)C)[C@H]2C[C@@H](O[C@H](C2)C=2C=NN(C2)C)C